N1=CN=CC=2NC=3CCC4(CC3C21)CN(C4)C(=O)OC(C)(C)C tert-butyl 5',6',7',9'-tetrahydrospiro[azetidine-3,8'-pyrimido[5,4-b]indole]-1-carboxylate